2-(6-(methyl-(2,2,6,6-tetramethylpiperidin-4-yl)amino)pyridazin-3-yl)-5-(1H-pyrazol-1-yl)phenol CN(C1=CC=C(N=N1)C1=C(C=C(C=C1)N1N=CC=C1)O)C1CC(NC(C1)(C)C)(C)C